C(C1=CC=CC=C1)(=O)OCC=1OC(=C(C(C1CCCC)=O)CCCC)COC(C1=CC=CC=C1)=O 2,6-dibenzoyloxymethyl-3,5-dibutyl-4-pyrone